N(=[N+]=[N-])CCOC(=O)N[C@@H](CCCCN)C(=O)O 2-azidoethyloxycarbonyl-L-lysine